2-(3,4-dichlorophenyl)octahydropyrrolo[3,4-c]pyrrole ClC=1C=C(C=CC1Cl)N1CC2CNCC2C1